[N-](S(=O)(=O)C(F)(F)F)S(=O)(=O)C(F)(F)F.C(C)C=1NC=CN1 2-ethylimidazole bis(trifluoromethanesulfonyl)imide salt